NC1=C(C=2C(=NC(=C(C2)CCOC)C)N1C1=C2C=NNC2=CC(=C1C)F)C(=O)N 2-amino-1-(6-fluoro-5-methyl-1H-indazol-4-yl)-5-(2-methoxyethyl)-6-methyl-1H-pyrrolo[2,3-b]pyridine-3-carboxamide